12-Hydroxy-tetracos-14-enoic acid OC(CCCCCCCCCCC(=O)O)CC=CCCCCCCCCC